CC1=C(C=CC=C1C)NC(=O)C1=CC=C(C2=CC=CC=C12)O 4-Hydroxy-naphthalene-1-carboxylic acid (2,3-dimethyl-phenyl)-amide